2-bromo-4-chloro-3,6-dimethylpyrazolo[1,5-a]pyrazine BrC1=NN2C(C(=NC(=C2)C)Cl)=C1C